N1=C(N=CC=C1)N1CCN(CC1)CCS(=O)(=O)NC=1C=C2C=CC=NC2=CC1 2-[4-(pyrimidin-2-yl)piperazin-1-yl]-N-(quinolin-6-yl)ethanesulfonamide